4-((1R,5S)-3,8-diazabicyclo[3.2.1]octan-3-yl)-7-(8-chloronaphthalen-1-yl)-2-((2,2-dimethoxytetrahydro-1H-pyrrolizin-7a(5H)-yl)methoxy)-8-fluoropyrido[4,3-d]pyrimidine [C@H]12CN(C[C@H](CC1)N2)C=2C1=C(N=C(N2)OCC23CCCN3CC(C2)(OC)OC)C(=C(N=C1)C1=CC=CC2=CC=CC(=C12)Cl)F